FC1(CCC(CC1)C1=NC=CC(=C1NC(=O)C=1C=NN(C1)CC(F)F)C1=C(C=CC(=C1)F)F)F N-(2-(4,4-difluorocyclohexyl)-4-(2,5-difluorophenyl)pyridin-3-yl)-1-(2,2-difluoroethyl)-1H-pyrazole-4-carboxamide